(S)-(1'-(6-mercaptopyrido[2,3-b]pyrazin-2-yl)-1,3-dihydrospiro[indene-2,4'-piperidin]-1-yl)carbamic acid tert-butyl ester C(C)(C)(C)OC(N[C@@H]1C2=CC=CC=C2CC12CCN(CC2)C=2N=C1C(=NC2)N=C(C=C1)S)=O